(R)-(6-((dimethylamino)methyl)pyrazolo[1,5-a]pyridin-3-yl)(4-(7-methylpyrazolo[1,5-a]pyridin-2-yl)-6,7-dihydro-1H-imidazo[4,5-c]pyridin-5(4H)-yl)methanone CN(C)CC=1C=CC=2N(C1)N=CC2C(=O)N2[C@H](C1=C(CC2)NC=N1)C1=NN2C(C=CC=C2C)=C1